ClC1=C(OCC2=NC=CC(=N2)O[C@@H]2C[C@@H](N(CC2)CC2=NC3=C(N2C[C@H]2OCC2)C=C(C=C3)C(=O)O)CC#N)C=CC(=C1)F 2-{[(2S,4S)-4-({2-[(2-Chloro-4-fluorophenoxy)methyl]pyrimidin-4-yl}oxy)-2-(cyanomethyl)piperidin-1-yl]methyl}-1-{[(2S)-oxetan-2-yl]methyl}-1H-1,3-benzodiazole-6-carboxylic acid